tert-Butyl N-[(E)-benzylideneamino]carbamate C(/C1=CC=CC=C1)=N\NC(OC(C)(C)C)=O